2,3-di-1-naphthylphenol C1(=CC=CC2=CC=CC=C12)C1=C(C=CC=C1C1=CC=CC2=CC=CC=C12)O